S(=O)(=O)(OC)[O-] methyl 1-sulfate